OCC=1C(=NOC1C1=CC=C(C(=N1)C)NC(OC(C)(C)C)=O)C tert-butyl (6-(4-(hydroxymethyl)-3-methylisoxazol-5-yl)-2-methylpyridin-3-yl)carbamate